2-Methyl-6-(2-methylhydrazino)benzo[d]thiazole hydrochloride Cl.CC=1SC2=C(N1)C=CC(=C2)NNC